CCC=CCCCCCCCCCCC Pentadecan-3-ene